N-[(E)-6-(2,6-difluorophenoxy)hex-4-enyl]-5-[4-(trifluoromethyl)phenyl]naphthalene-2-carboxamide FC1=C(OC/C=C/CCCNC(=O)C2=CC3=CC=CC(=C3C=C2)C2=CC=C(C=C2)C(F)(F)F)C(=CC=C1)F